((3R,5R)-3-Amino-5-fluoropiperidin-1-yl)(2-(1-(cyclopropylmethyl)-6-(4-methoxypiperidin-1-yl)-1H-pyrrolo[2,3-b]pyridin-2-yl)-4-methoxy-3-methylbenzo[b]thiophen-6-yl)methanone N[C@H]1CN(C[C@@H](C1)F)C(=O)C=1C=C(C2=C(SC(=C2C)C2=CC=3C(=NC(=CC3)N3CCC(CC3)OC)N2CC2CC2)C1)OC